3-(5-(3-(1,3-dioxolane-2-yl)pyrrolidin-1-yl)-3-methyl-2-oxo-2,3-dihydro-1H-benzo[d]imidazol-1-yl)piperidine O1C(OCC1)C1CN(CC1)C1=CC2=C(N(C(N2C)=O)C2CNCCC2)C=C1